(1-(Morpholinosulfonyl)-5-(trifluoromethyl)piperidin-3-yl)methyl 4-methylbenzenesulfonate CC1=CC=C(C=C1)S(=O)(=O)OCC1CN(CC(C1)C(F)(F)F)S(=O)(=O)N1CCOCC1